[N-](S(=O)(=O)C(F)(F)F)S(=O)(=O)C(F)(F)F.C(CCCCCCCCC)[NH+]1CC(CC1)C 1-decyl-3-methylpyrrolidinium bis(trifluoromethylsulfonyl)imide